5-(4'-chloro-1',2'-dihydrospiro[cyclopropane-1,3'-pyrrolo[2,3-b]pyridin]-5'-yl)-3-cyclopropyl-3-hydroxyindolin-2-one ClC1=C2C(=NC=C1C=1C=C3C(C(NC3=CC1)=O)(O)C1CC1)NCC21CC1